N-(3-((4-(2-(7-chloro-1-(2-chloroethyl)-1H-indazol-5-yl)propane-2-yl)phenyl)ethynyl)pyrazin-2-yl)methanesulfonamide ClC=1C=C(C=C2C=NN(C12)CCCl)C(C)(C)C1=CC=C(C=C1)C#CC=1C(=NC=CN1)NS(=O)(=O)C